racemic-cis-butene C=CCC